1-(1Z-eicosenyl)-2-docosanoyl-glycero-3-phospho-(1'-sn-glycerol) CCCCCCCCCCCCCCCCCCCCCC(=O)O[C@H](CO/C=C\CCCCCCCCCCCCCCCCCC)COP(=O)(O)OC[C@H](CO)O